OCCN(C(N(N=C=O)CCO)=O)CCO tris-(2-hydroxyethyl)isocyanatourea